N-((4-bromo-3,5,6,7-tetrahydro-2H-indeno[5,6-b]furan-8-yl)carbamoyl)-4-(2-hydroxypropan-2-yl)furan-2-sulfonamide BrC1=C2CCCC2=C(C=2OCCC21)NC(=O)NS(=O)(=O)C=2OC=C(C2)C(C)(C)O